CC1=C[C@H]([C@@H](CC1)C(=C)C)C1=C(C=C(C=C1O)C=CC1=CC=CC=C1)O ((1R,6R)-3-methyl-6-(prop-1-en-2-yl)cyclohex-2-enyl)-5-styrylbenzene-1,3-diol